2-(bis(3-chloro-4-fluorophenyl)methyl)-N-(1-hydroxy-2-methylpropan-2-yl)-1H-imidazole-5-sulfonamide ClC=1C=C(C=CC1F)C(C=1NC(=CN1)S(=O)(=O)NC(CO)(C)C)C1=CC(=C(C=C1)F)Cl